OC1(CCN(CC1)C(=O)NC=1SC2=C(N1)C(=CC=C2N2CCOCC2)OC)C 4-hydroxy-N-(4-methoxy-7-morpholin-4-yl-1,3-benzothiazol-2-yl)-4-methylpiperidine-1-carboxamide